N1C[C@@H](CC1)C(=O)OC(C)C isopropyl (3R)-pyrrolidine-3-carboxylate